N-Sinapoyl-tyramine C(\C=C\C1=CC(OC)=C(O)C(OC)=C1)(=O)NCCC1=CC=C(C=C1)O